SC1=CC=C(C(=O)NN)C=C1 p-mercapto-benzoyl-hydrazine